4-(7-fluoroimidazo[1,2-a]pyridin-3-yl)-7-((5-(4-hydroxytetra-hydro-2H-pyran-4-yl)pyridin-2-yl)amino)isoindolin-1-one FC1=CC=2N(C=C1)C(=CN2)C2=C1CNC(C1=C(C=C2)NC2=NC=C(C=C2)C2(CCOCC2)O)=O